[Li].ClC1=NC=C(C(=N1)C)CN1N=CC(=N1)[N+](=O)[O-] 2-chloro-4-methyl-5-((4-nitro-2H-1,2,3-triazol-2-yl)methyl)pyrimidine lithium